CN(C1=CC(=NC=N1)C(=O)N1CCN(CC1)CC1=NC2=C(N1C[C@H]1OCC1)C=C(C=C2)C(=O)OC)C2=CC=CC=C2 Methyl (S)-2-((4-(6-(methyl(phenyl)amino)pyrimidine-4-carbonyl)piperazin-1-yl)methyl)-1-(oxetan-2-ylmethyl)-1H-benzo[d]imidazole-6-carboxylate